4-(2-(4-chloro-3-fluorophenoxy)acetamido)-3-oxobicyclo[2.2.2]octane-1-carboxylic acid tert-butyl ester C(C)(C)(C)OC(=O)C12CC(C(CC1)(CC2)NC(COC2=CC(=C(C=C2)Cl)F)=O)=O